3-(3-ethyl-2,3,4,9-tetrahydro-1H-carbazol-3-yl)propanal C(C)C1(CCC=2NC3=CC=CC=C3C2C1)CCC=O